C1(CO1)=O.[Co] cobalt acetolactone